2-(6-(4-(bicyclo[4.2.0]octa-1,3,5-Trien-3-yl)-4H-1,2,4-triazol-3-yl)pyridin-2-yl)-6-(isopropyl(methyl)amino)-4-((methylamino)methyl)-2,3-dihydro-1H-pyrrolo[3,4-c]pyridin-1-one C12=CC(=CC=C2CC1)N1C(=NN=C1)C1=CC=CC(=N1)N1CC=2C(=NC(=CC2C1=O)N(C)C(C)C)CNC